CN(CCCN1CN(CN(C1)CCCN(C)C)CCCN(C)C)C 1,3,5-tris(3-[dimethylamino]propyl)-hexahydro-s-triazine